C(\C(\C)=C/C(=O)[O-])(=O)[O-].C[N+](C1=CC=CC=C1)(C)C.C[N+](C)(C)C1=CC=CC=C1 trimethyl-phenylammonium citraconate